(4-(2-(cyclopropylmethoxy)ethyl)phenoxy)-3-(isopropylamino)propan-2-ol methyl-1-(1-(5-cyclopropylpyrimidin-2-yl)ethyl)-4-(propan-1-yn-1-yl)-1H-indazole-7-carboxylate CC1=NN(C2=C(C=CC(=C12)C#CC)C(=O)OC(COC1=CC=C(C=C1)CCOCC1CC1)CNC(C)C)C(C)C1=NC=C(C=N1)C1CC1